CS(=O)(=O)N1CCN(CC1)CC1=CC=2N=C(N=C(C2S1)N1C2COC(C1)C2)N2N=C(C=C2)C=2C=C(C=CC2)C 5-(6-((4-(methylsulfonyl)piperazin-1-yl)methyl)-2-(3-(m-tolyl)-1H-pyrazol-1-yl)thieno[3,2-d]pyrimidin-4-yl)-2-oxa-5-azabicyclo[2.2.1]heptane